rac-tert-butyl (3R,4R)-4-((4-(benzo[d]thiazol-6-ylamino)-7-(1-methyl-1H-pyrazol-4-yl)quinazolin-5-yl)oxy)-3-methoxypiperidine-1-carboxylate S1C=NC2=C1C=C(C=C2)NC2=NC=NC1=CC(=CC(=C21)O[C@H]2[C@@H](CN(CC2)C(=O)OC(C)(C)C)OC)C=2C=NN(C2)C |r|